tert-Butyl 2-((bis(3-chlorophenyl)(oxo)-λ6-sulfanylidene)amino)acetate ClC=1C=C(C=CC1)S(=O)(C1=CC(=CC=C1)Cl)=NCC(=O)OC(C)(C)C